C1=NC=CC2=C(C=CC=C12)C[C@@H](C(=O)O)NC (S)-3-(isoquinolin-5-yl)-2-(methylamino)propanoic acid